2-(4-(4-methylpiperazin-1-yl)-3-(trifluoromethyl)phenyl)-5-nitro-1H-benz[d]imidazole CN1CCN(CC1)C1=C(C=C(C=C1)C1=NC2=C(N1)C=CC(=C2)[N+](=O)[O-])C(F)(F)F